N-butyl-2,2,6,6-tetramethyl-4-piperidineamin C(CCC)NC1CC(NC(C1)(C)C)(C)C